ClC=1C(=NC(=C(C1)F)C1=C(C=C(C=C1)C(F)(F)F)F)C(=O)OC Methyl 3-chloro-5-fluoro-6-(2-fluoro-4-(trifluoromethyl) phenyl)picolinate